FC(C1=NN=C(O1)C1=CN=C(S1)CN(S(=O)(=O)CC)CC1=NC=C(C=C1)F)F N-({5-[5-(difluoromethyl)-1,3,4-oxadiazol-2-yl]-1,3-thiazol-2-yl}methyl)-N-[(5-fluoropyridin-2-yl)methyl]ethane-1-sulfonamide